C(C)(C)OC1=CN=CC(=N1)NC=1C(=NOC1C1=CC=C(C(=N1)C)NC(=O)C1C(C1)C(=O)OC)C methyl 2-((6-(4-((6-isopropoxypyrazin-2-yl)amino)-3-methylisoxazol-5-yl)-2-methylpyridin-3-yl)carbamoyl)cyclopropane-1-carboxylate